{4-[1-cyclopropyl-4-(trifluoromethyl)imidazol-2-yl]-3-methoxyphenyl-methyl}pteridin-7-one C1(CC1)N1C(=NC(=C1)C(F)(F)F)C1=C(C=C(C=C1)CC1=NC2=NC(CN=C2C=N1)=O)OC